(1R,2S,4S)-5-hydroxy-2-(hydroxymethyl)-2-(methoxymethyl)-5-methyl-quinuclidin-3-one OC1([C@H]2C([C@@](N(C1)CC2)(COC)CO)=O)C